bis(4,6-di-tert-butyl-phenol) fluorophosphite P(O)(O)F.C(C)(C)(C)C1=CC=C(C(=C1)C(C)(C)C)O.C(C)(C)(C)C1=CC=C(C(=C1)C(C)(C)C)O